5-((1H-pyrazol-1-yl)methyl)-N-((4-fluoro-2,6-dimethoxyphenyl)sulfonyl)-6-methoxypicolinamide N1(N=CC=C1)CC=1C=CC(=NC1OC)C(=O)NS(=O)(=O)C1=C(C=C(C=C1OC)F)OC